COC(=O)C=1C=CC=2C3=C(N(C2C1)C(C1CCOCC1)C1=CC=CC=C1)C=C(C(=N3)OC(C)=O)Br 2-Acetyloxy-3-bromo-5-(phenyl-(tetrahydro-2H-pyran-4-yl)methyl)-5H-pyrido[3,2-b]indole-7-carboxylic acid methyl ester